methyl 4-chloro-1-methyl-6-oxopyridine-3-carboxylate ClC=1C(=CN(C(C1)=O)C)C(=O)OC